(4,7-dichloro-6-(4-((3-methoxypyrrolidin-1-yl)methyl)phenyl)-2H-indazol-2-yl)-2-((R)-6-fluoro-6,7-dihydro-5H-pyrrolo[1,2-c]imidazol-1-yl)-N-(thiazol-2-yl)acetamide ClC=1C2=CN(N=C2C(=C(C1)C1=CC=C(C=C1)CN1CC(CC1)OC)Cl)C(C(=O)NC=1SC=CN1)C1=C2N(C=N1)C[C@@H](C2)F